Phenyl-5-thiophen-2-yl-1,2,4-oxadiazole C1(=CC=CC=C1)C1=NOC(=N1)C=1SC=CC1